NC1=NC=2C=NC(=CC2C2=C1C=NN2C)C(=O)N2[C@@H]1[C@H](CCC2)OC2=C1C=CC(=C2)OC(F)(F)F (4-amino-1-methyl-1H-pyrazolo[4,3-c][1,7]naphthyridin-8-yl)((4aS,9bS)-7-(trifluoromethoxy)-3,4,4a,9b-tetrahydrobenzofuro[3,2-b]pyridin-1(2H)-yl)methanone